6-bromo-9-ethyl-1-methyl-8-(1H-pyrazol-4-yl)-9H-pyrido[3,4-b]indole BrC=1C=C2C3=C(N(C2=C(C1)C=1C=NNC1)CC)C(=NC=C3)C